BrCC1=CC=C(C(=N1)F)C1C(NC(CC1)=O)=O 3-(6-(Bromomethyl)-2-fluoropyridin-3-yl)piperidine-2,6-dione